OC([C@H](N)C(=O)O)CCNC(N)=N L-3-hydroxy-arginine